NC1N(N2C(N=CC=C2)=C1)[C@@H](C)C=1N(C(C2=C(C=CC=C2C1)C#CC1=C2N(N=C1)C[C@@H](C2)O)=O)C2=CC=CC=C2 2-Amino-N-((S)-1-(8-(((R)-5-Hydroxy-5,6-dihydro-4H-pyrrolo[1,2-b]pyrazole-3-yl)ethynyl)-1-oxo-2-phenyl-1,2-dihydroisoquinolin-3-yl)ethyl)pyrazolo[1,5-a]pyrimidine